hydroxy-5-methyldihydropyrone OC1C(OC=C(C1)C)=O